FC1=C(OC2CCN(CC2)C2=C(C=NC(=C2)COC)NC(C2=C(N=CC=C2)OC)=O)C=CC(=C1)F N-(4-(4-(2,4-difluorophenoxy)piperidin-1-yl)-6-(methoxymethyl)pyridin-3-yl)-2-methoxynicotinamide